C1(CC1)[B-](F)(F)F cyclopropyl-(trifluoro)boranuide